pteridinone CCOC(=O)C1=NC2C=NC(NC3C=CC=CC=3)=NC=2N(C2C=CC=CC=2)C1=O